7-chloro-4-[1-(oxan-2-yl)pyrazol-4-yl]-1H-indazole ClC=1C=CC(=C2C=NNC12)C=1C=NN(C1)C1OCCCC1